C(C)(C)N1N=CC(=C1)C1=CC2=C(C(N(C=C2C2=CC(N(C=C2C#CC)C)=O)C)=O)N1S(=O)(=O)C1=CC=C(C=C1)C 4-[2-(1-isopropylpyrazol-4-yl)-6-methyl-1-(4-methylbenzenesulfonyl)-7-oxopyrrolo[2,3-c]pyridin-4-yl]-1-methyl-5-(prop-1-yn-1-yl)pyridin-2-one